FC1=C(C=CC=C1)C1=NC(=NC(=N1)NC=1C=NC=C(C1)F)NCC(C)(O)C (4-(2-fluorophenyl)-6-(5-fluoropyridin-3-ylamino)-1,3,5-triazin-2-ylamino)-2-methylpropan-2-ol